C=1(C(=CC=CC1)CC#N)C1=CC=C(C=C1)CC#N 4'-biphenyldiacetonitrile